d-(+)-allose C([C@H]([C@H]([C@H]([C@H](C=O)O)O)O)O)O